3-(5-formylpyridin-2-yl)morpholine-4-carboxylic acid tert-butyl ester C(C)(C)(C)OC(=O)N1C(COCC1)C1=NC=C(C=C1)C=O